6-{[(1R)-1-(4-Chlorophenyl)-7-fluoro-5-[1-hydroxy-1-(1-methyl-1H-pyrazol-4-yl)propyl]-3-oxo-1-[(3S)-oxolan-3-yloxy]-2,3-dihydro-1H-isoindol-2-yl]methyl}pyridin-3-carbonitril ClC1=CC=C(C=C1)[C@@]1(N(C(C2=CC(=CC(=C12)F)C(CC)(C=1C=NN(C1)C)O)=O)CC1=CC=C(C=N1)C#N)O[C@@H]1COCC1